5-bromo-7-(methoxymethyl)indolin-2-one BrC=1C=C2CC(NC2=C(C1)COC)=O